2-(((S)-1-(3-cyclopropyl-6-fluoro-4-oxo-2-((S)-tetrahydrofuran-3-yl)-3,4-dihydroquinazolin-8-yl)ethyl)amino)benzoic acid C1(CC1)N1C(=NC2=C(C=C(C=C2C1=O)F)[C@H](C)NC1=C(C(=O)O)C=CC=C1)[C@H]1COCC1